(S)-3-(4-chloro-5-(4-(ethoxymethyl)-2,6-dimethoxyphenyl)quinolin-8-yl)-2-(2,6-difluorobenzoylamino)propionic acid ClC1=CC=NC2=C(C=CC(=C12)C1=C(C=C(C=C1OC)COCC)OC)C[C@@H](C(=O)O)NC(C1=C(C=CC=C1F)F)=O